tert-Butyl N-[(6R,12R)-6,11-dihydroxy-12-methyl-6,15-bis(trifluoromethyl)-13,19-dioxa-3,4,18-triazatricyclo[12.3.1.12,5]nonadeca-1(18),2,4,14,16-pentaen-17-yl]carbamate O[C@]1(C2=NN=C(C=3C(=CC(=C(O[C@@H](C(CCCC1)O)C)N3)C(F)(F)F)NC(OC(C)(C)C)=O)O2)C(F)(F)F